CN1N=NC=N1 3-methyl-tetrazol